(E)-3,4-dimethyl-N'-(1-(naphthalen-2-yl)ethylidene)benzohydrazide CC=1C=C(C(=O)N/N=C(\C)/C2=CC3=CC=CC=C3C=C2)C=CC1C